CN(C)CC1CN(C1)C1=C2C=CN(C(C2=CN=C1)=O)CC=1N=C2N(C=C(C=C2)CN2CCC(CC2)(C)C)C1 5-{3-[(dimethylamino)methyl]azetidin-1-yl}-2-({6-[(4,4-dimethylpiperidin-1-yl)methyl]imidazo[1,2-a]pyridin-2-yl}methyl)-1,2-dihydro-2,7-naphthyridin-1-one